2-bromo-3,4-difluoro-6-(trifluoromethyl)aniline BrC1=C(N)C(=CC(=C1F)F)C(F)(F)F